5-(2-(3-(2-(tert-butoxycarbonyl)-3-(3-(4-chloro-3,5-dimethylphenoxy)propyl)-7-(1,3,5-trimethyl-1H-pyrazol-4-yl)-1H-indol-1-yl)propoxy)ethyl)-3-nitrophthalic acid C(C)(C)(C)OC(=O)C=1N(C2=C(C=CC=C2C1CCCOC1=CC(=C(C(=C1)C)Cl)C)C=1C(=NN(C1C)C)C)CCCOCCC1=CC(=C(C(C(=O)O)=C1)C(=O)O)[N+](=O)[O-]